F[NH3+] N-fluoroammonium